(P)-1-(4-bromo-5-fluoro-2-methoxyphenyl)-2-oxo-1,2-dihydroquinoline-6-sulfonic acid perfluorophenyl ester FC1=C(C(=C(C(=C1F)F)F)F)OS(=O)(=O)C=1C=C2C=CC(N(C2=CC1)C1=C(C=C(C(=C1)F)Br)OC)=O